Cyclopentanyl acrylate C(C=C)(=O)OC1CCCC1